(±)-Potassium 2-cyanopropanoate C(#N)C(C(=O)[O-])C.[K+]